BrC1=C(C(=NC(=C1)Cl)Cl)N 4-bromo-2,6-dichloropyridin-3-amine